(1,5-cyclooctadiene) dicarbonate C(=O)(O)OC(=O)O.C1=CCCC=CCC1